(3aR,5s,6aS)-N-[6-(2-chloro-5-fluoro-phenyl)pyridazin-3-yl]-2-[(2-methoxyphenyl)methyl]-3,3a,4,5,6,6a-hexahydro-1H-cyclopenta[c]pyrrol-5-amine ClC1=C(C=C(C=C1)F)C1=CC=C(N=N1)NC1C[C@@H]2[C@@H](CN(C2)CC2=C(C=CC=C2)OC)C1